hexamethylnicotine dihydrochloride Cl.Cl.CCN1C(C=2C(=C(C(=NC2C)C)C)C)(CCC1)C